4-(2-(1-fluorocyclopropyl)-6-oxo-3,6-dihydrochromeno[7,8-d]imidazol-8-yl)benzonitrile FC1(CC1)C1=NC2=C(N1)C=CC=1C(C=C(OC12)C1=CC=C(C#N)C=C1)=O